dioctadecyl-ammonium (pentafluorophenyl)tetrakis(pentafluorophenyl)borate FC1=C(C(=C(C(=C1C1(C(C(=C(C(=C1F)F)F)F)F)[B-](C1=C(C(=C(C(=C1F)F)F)F)F)(C1=C(C(=C(C(=C1F)F)F)F)F)C1=C(C(=C(C(=C1F)F)F)F)F)F)F)F)F.C(CCCCCCCCCCCCCCCCC)[NH2+]CCCCCCCCCCCCCCCCCC